(4-(3-isopropyl-2-(2-methylpyridin-4-yl)-1H-indol-5-yl)piperidin-1-yl)(1-isopropylpiperidin-4-yl)methanone C(C)(C)C1=C(NC2=CC=C(C=C12)C1CCN(CC1)C(=O)C1CCN(CC1)C(C)C)C1=CC(=NC=C1)C